3-isobutoxy-5-methoxy-1-phenyl-1H-benzo[g]indazole C(C(C)C)OC1=NN(C2=C3C(=C(C=C12)OC)C=CC=C3)C3=CC=CC=C3